FC=1C=C(C=CC1)CC1=NC2=CC=C(C=C2C(N1)=O)OC1=CC(=NC=C1)C=1C=NN(C1)C 2-[(3-fluorophenyl)methyl]-6-{[2-(1-methylpyrazol-4-yl)-4-pyridyl]oxy}-3H-quinazolin-4-one